O.OC(CS(=O)(=O)O)CN1CCN(CC1)CCO 2-hydroxy-3-[4-(2-hydroxyethyl)-1-piperazinyl]propanesulfonic acid monohydrate